2-((2-(dimethylamino)ethyl)thio)-5-(4-fluorophenyl)-1H-imidazole-4-carboxylic acid CN(CCSC=1NC(=C(N1)C(=O)O)C1=CC=C(C=C1)F)C